3-(trifluoromethyl)-5a,6,8,9-tetrahydropyrido[3',2':4,5]pyrrolo[1,2-a]pyrazin FC(C1=CC=2CC3N(CCNC3)C2N=C1)(F)F